2-(7-((2S,5R)-2,5-diethyl-4-(1-(4-fluoro-2-(1-methoxyethyl)phenyl)ethyl)piperazin-1-yl)-4-methyl-5-oxo-4,5-dihydro-2H-pyrazolo[4,3-b]pyridin-2-yl)acetonitrile C(C)[C@@H]1N(C[C@H](N(C1)C(C)C1=C(C=C(C=C1)F)C(C)OC)CC)C=1C=2C(N(C(C1)=O)C)=CN(N2)CC#N